CN(C=1C=C(OC2C(CCCC2)C(=O)O)C=CC1)C 2-[3-(DIMETHYLAMINO)PHENOXY]CYCLOHEXANE-1-CARBOXYLIC ACID